ClC=1C=C2CCCC(C2=CC1)(O)CNC=1C=NC=CC1C(=O)O 3-{[(6-chloro-1-hydroxy-1,2,3,4-tetrahydronaphthalen-1-yl)methyl]amino}pyridine-4-carboxylic acid